succinic acid diethyl ester sodium [Na].C(C)OC(CCC(=O)OCC)=O